ClC1=CC=C(C=C1)CN1C([C@H](CSC2=C1C=C(C(=C2)F)B2OC(C(O2)(C)C)(C)C)NC(OC(C)(C)C)=O)=O tert-butyl N-[(3R)-5-[(4-chlorophenyl)methyl]-8-fluoro-4-oxo-7-(4,4,5,5-tetramethyl-1,3,2-dioxaborolan-2-yl)-2,3-dihydro-1,5-benzothiazepin-3-yl]carbamate